3-((3,4-difluorobenzyl)oxy)-8a-methyl-7,8,8a,9-tetrahydro-1H,6H-pyrrolo[1',2':3,4]imidazo[1,2-c]pyrimidin-1-one FC=1C=C(COC=2C=C3N(C(N2)=O)CC2(N3CCC2)C)C=CC1F